N1(CCCCC1)CC1OC(=NOC1)C12C(CNC1)COC2 3a-(5-(piperidin-1-ylmethyl)-5,6-dihydro-1,4,2-dioxazin-3-yl)hexahydro-1H-furo[3,4-c]pyrrole